1-[(2R,4S)-4-[4-amino-3-[2-(4,6-difluoro-1-methyl-1,3-benzodiazol-5-yl)ethynyl]pyrazolo[4,3-c]pyridin-1-yl]-2-[(trifluoromethoxy)methyl]pyrrolidin-1-yl]prop-2-en-1-one NC1=NC=CC2=C1C(=NN2[C@H]2C[C@@H](N(C2)C(C=C)=O)COC(F)(F)F)C#CC2=C(C1=C(N(C=N1)C)C=C2F)F